CSNO methylthioamino alcohol